2-Chloro-N-[1-(3-chloro-4-methylphenyl)-1H-indazol-4-yl]-5-{[(3-hydroxy-2,2-dimethylpropionyl)amino]methyl}benzamide ClC1=C(C(=O)NC2=C3C=NN(C3=CC=C2)C2=CC(=C(C=C2)C)Cl)C=C(C=C1)CNC(C(CO)(C)C)=O